N[C@H]1[C@@H](CCC1)C1=C(C2=NC(=CC(=C2S1)NCC=1OC=CC1)Cl)C 2-((1R,2R)-2-aminocyclopentyl)-5-chloro-N-(furan-2-ylmethyl)-3-methylthieno[3,2-b]pyridin-7-amine